[Br-].[Si](C)(C)(C(C)(C)C)OC(CCCCCCCCC)C1=C(C=CC=C1)P(C1=CC=CC=C1)C1=CC=CC=C1 1-(tert-butyldimethylsilyloxy)-decyltriphenylphosphine bromide